(S)-quinuclidin-3-yl (7-(4-chloro-3-methoxyphenyl)-3,3-dimethylchroman-4-yl)carbamate ClC1=C(C=C(C=C1)C1=CC=C2C(C(COC2=C1)(C)C)NC(O[C@@H]1CN2CCC1CC2)=O)OC